1,9-Dimercapto-3,7-dithianonan SCCSCCCSCCS